ClC1=NC=C(C(=N1)C)C1=C(C=C(C=C1)NC(CC1=C(C=CC=C1)Cl)=O)S(N)(=O)=O N-[4-(2-chloro-4-methylpyrimidin-5-yl)-3-sulfamoylphenyl]-2-(2-chlorophenyl)acetamide